tert-butyl (2R,5S)-5-[2-(4-chloro-3-fluorophenoxy)acetamido]-2-[(3-methoxyphenyl)carbamoyl]piperidine-1-carboxylate ClC1=C(C=C(OCC(=O)N[C@H]2CC[C@@H](N(C2)C(=O)OC(C)(C)C)C(NC2=CC(=CC=C2)OC)=O)C=C1)F